3-hydroxy-2-[(1R)-6-isopropenyl-3-methyl-cyclohex-2-en-1-yl]-5-pentyl-1,4-benzoquinone OC1=C(C(C=C(C1=O)CCCCC)=O)[C@@H]1C=C(CCC1C(=C)C)C